FC=1C=C(C=C(C1)F)[C@H](C(C)C)N1C(=NC(C(=C1O)CC1=CC=C(C=C1)C=1C(=NC=CC1)C)=O)COC(C)C 1-[(1S)-1-(3,5-difluorophenyl)-2-methylpropyl]-6-hydroxy-5-{[4-(2-methylpyridin-3-yl)phenyl]methyl}-2-[(prop-2-yloxy)methyl]-1,4-dihydropyrimidin-4-one